3-(3,5-dimethoxy-4-(prop-1-en-2-yl)styryl)furan COC=1C=C(C=CC2=COC=C2)C=C(C1C(=C)C)OC